tert-butyl (S,Z)-(1-cyclopropyl-3-fluoro-3-(methylsulfonyl)allyl)carbamate C1(CC1)[C@@H](\C=C(/S(=O)(=O)C)\F)NC(OC(C)(C)C)=O